C(#N)C1=CC=C(C2=C1N=CS2)N2C[C@H]1N(CC3=CC(=CC=C13)N[C@H]1CN(C[C@H]1F)C(=O)OC(C)(C)C)[C@@H](C2)C tert-butyl (3S,4R)-3-[[(4R,10bS)-2-(4-cyano-1,3-benzothiazol-7-yl)-4-methyl-3,4,6,10b-tetrahydro-1H-pyrazino[2,1-a]isoindol-8-yl]amino]-4-fluoro-pyrrolidine-1-carboxylate